6-phenyl-3-(4-pyridyl)imidazo[1,2-b]pyridazine C1(=CC=CC=C1)C=1C=CC=2N(N1)C(=CN2)C2=CC=NC=C2